BrC1=CC=C(N=N1)OC1=CC=C(C=C1)C(C=CC=1SC=CC1)=O 1-(4-((6-bromopyridazin-3-yl)oxy)phenyl)-3-(thiophen-2-yl)prop-2-en-1-one